FC1=CC=C(OCC2N(C3CC(C2C)C3)C(C3=C(C=CC(=C3)C)N3N=CC=N3)=O)C=C1 trans-3-[(4-Fluorophenoxy)methyl]-4-methyl-2-[5-methyl-2-(2H-1,2,3-triazol-2-yl)benzoyl]-2-azabicyclo[3.1.1]heptan